ClC=1C(=CC2=C(C(C[C@@H](O2)C(=O)NC23CC(C2)(C3)N3N=NC(=C3)C3CC(C3)OC(F)(F)F)=O)C1)F (2R)-6-chloro-7-fluoro-4-oxo-N-(3-{4-[(1s,3S)-3-(trifluoromethoxy)cyclobutyl]-1H-1,2,3-triazol-1-yl}bicyclo[1.1.1]pentan-1-yl)-3,4-dihydro-2H-1-benzopyran-2-carboxamide